C(C)OC=O.CCC(CC)O[C@@H]1C=CC[C@H]2N[C@@H]12 (1R,5R,6R)-5-(pentane-3-yloxy)-7-azabicyclo[4.1.0]hept-3-ene ethyl-formate